O=C1NC(CCC1C1=NN(C2=CC(=CC=C12)C1C(CN(CC1)CC(=O)O)(F)F)CC)=O 2-[4-[3-(2,6-dioxo-3-piperidyl)-1-ethyl-indazol-6-yl]-3,3-difluoro-1-piperidyl]acetic acid